C(C)(SCCCCCC(C1C(OCCCC1)=O)=O)=O S-(6-oxo-6-(2-oxooxepan-3-yl) hexyl) ethanethioate